FC(C1=NC=CC(=C1)C1=NC(=C(C=C1)OC[C@@](CC(=C)C)(N)C)C(F)F)F (R)-1-((2',6-bis(difluoromethyl)-[2,4'-bipyridyl]-5-yl)oxy)-2,4-dimethylpent-4-en-2-amine